N-((1s,3s)-3-(6-((1-(3-(4-((2-(2,6-dioxopiperidin-3-yl)-1,3-dioxoisoindolin-4-yl)glycyl)piperazin-1-yl)propyl)piperidin-4-yl)amino)-9H-purin-9-yl)cyclobutyl)-6-methylpicolinamide O=C1NC(CC[C@@H]1N1C(C2=CC=CC(=C2C1=O)NCC(=O)N1CCN(CC1)CCCN1CCC(CC1)NC1=C2N=CN(C2=NC=N1)C1CC(C1)NC(C1=NC(=CC=C1)C)=O)=O)=O